CN1C=2C=CC(=NC2C(=CC1=O)N(C=1C=C(C=CC1)C)C)C#N 5-methyl-8-(methyl-(m-tolyl)amino)-6-oxo-5,6-dihydro-1,5-naphthyridine-2-carbonitrile